C(#N)C=1C=CC(=NC1)COC1=CC=CC(=N1)N1CCN(CC1)CC1=NC2=C(N1C[C@H]1OCC1)C=C(C=C2)C(=O)O (S)-2-((4-(6-((5-cyanopyridin-2-yl)methoxy)pyridin-2-yl)piperazin-1-yl)methyl)-1-(oxetan-2-ylmethyl)-1H-benzo[d]imidazole-6-carboxylic acid